[4-[2-[(2S)-2-methylazetidin-1-yl]-6,7-dihydro-5H-cyclopenta[d]pyrimidin-4-yl]phenyl]methanol C[C@@H]1N(CC1)C=1N=C(C2=C(N1)CCC2)C2=CC=C(C=C2)CO